[Na+].[Na+].C(C1=CC=CC=C1)(=O)[O-].[Li+].C(C1=CC=CC=C1)(=O)[O-].C(C1=CC=CC=C1)(=O)[O-] lithium benzoate, disodium salt